ClC1=CC2=C(NC(NS2(=O)=O)C2=CC=CC=C2)C=C1 7-chloro-3-phenyl-3,4-dihydro-2h-benzo[e][1,2,4]thiadiazine-1,1-dioxide